N[C@H]1CN(C[C@@H]1F)C(C)=O 1-((3S,4S)-3-amino-4-fluoropyrrolidin-1-yl)ethan-1-one